4-bromo-1-(3-((tert-butoxycarbonyl)amino)-2-((tert-butyldimethylsilyl)oxy)propyl)-3-methyl-1H-imidazol-3-ium BrC=1[N+](=CN(C1)CC(CNC(=O)OC(C)(C)C)O[Si](C)(C)C(C)(C)C)C